Carvacryl isovalerate C(CC(C)C)(=O)OC1=CC(C(C)C)=CC=C1C